BrC1=C(C=CC=C1)N1N=C(C=C1C1=CC=C2C=NN(C2=C1)CC)CO[C@@](C(=O)OCC)(CC)C Ethyl (2R)-2-([1-(2-bromophenyl)-5-(1-ethyl-1H-indazol-6-yl)-1H-pyrazol-3-yl]methoxy)-2-methylbutanoate